5-methyl-4-(((3R,5R)-5-methylpyrrolidin-3-yl)oxy)-N-(quinoxalin-6-ylmethyl)pyridin-3-amine CC=1C(=C(C=NC1)NCC=1C=C2N=CC=NC2=CC1)O[C@H]1CN[C@@H](C1)C